4-[(7-methoxy-2,3-dihydro-1H-inden-1-yl)amino]-2-[(6-methoxy-2-methyl-1,2,3,4-tetrahydroisoquinolin-7-yl)amino]pyrimidine-5-carboxamide COC=1C=CC=C2CCC(C12)NC1=NC(=NC=C1C(=O)N)NC1=C(C=C2CCN(CC2=C1)C)OC